Ethyl-8-((2S,5R)-4-benzyl-2,5-diethylpiperazin-1-yl)-6-chloroimidazo[1,2-b]pyridazine-2-carboxylate C(C)OC(=O)C=1N=C2N(N=C(C=C2N2[C@H](CN([C@@H](C2)CC)CC2=CC=CC=C2)CC)Cl)C1